C(C1=CC=CC=C1)C1=C(C(=C(O1)C1=C(C=CC=C1)C)C#N)C1=C(C=CC=C1)O 5-benzyl-4-(ortho-hydroxyphenyl)-2-(ortho-methylphenyl)-3-furancarbonitrile